ClC1=CC(=NC(=N1)SC)N1CCN(CC1)C1=C2C=C(C(=CC2=CC2=C1C(OC2)=O)OC)OC 9-(4-(6-chloro-2-(methylthio)pyrimidin-4-yl)piperazin-1-yl)-6,7-dimethoxynaphtho[2,3-c]furan-1(3H)-one